C\C(=C/COC1=C2C=CC(OC2=CC2=C1C=CO2)=O)\CCC=C(C)C 4-[(2E)-3,7-dimethylocta-2,6-dienoxy]furo[3,2-g]chromen-7-one